(S)-N'-((1,2,3,5,6,7-hexahydro-s-indacen-4-yl-3,3,5,5-d4)carbamoyl)-2-(2-hydroxy-propan-2-yl)thiazole-5-sulfonimidamide C1CC(C2=C(C=3C(CCC3C=C12)([2H])[2H])NC(=O)N=[S@@](=O)(N)C1=CN=C(S1)C(C)(C)O)([2H])[2H]